BrC=1NC(N(C1C1=CC=C(C=C1)Cl)CC(C(F)(F)F)=O)=O 4-bromo-5-(4-chlorophenyl)-1-(3,3,3-trifluoro-2-oxopropyl)-1,3-dihydro-2H-imidazol-2-one